ClC1=CC=C(OCC(=O)N[C@H]2CO[C@@H](CC2)C(COC2(CCC2)OC(F)(F)F)O)C=C1 2-(4-chlorophenoxy)-N-((3R,6S)-6-(1-hydroxy-2-(3-cis-(trifluoromethoxy)cyclobutoxy)ethyl)tetrahydro-2H-pyran-3-yl)acetamide